C1=CCCC=CCCC=CCC1 cyclododeca-1,5,9-triene